COC(/C(=C/OC)/OC1=C(C=CC(=C1)N1N=C(C=C1)CCC)C)=O (Z)-3-methoxy-2-[2-methyl-5-(3-propylpyrazol-1-yl)phenoxy]Prop-2-enoic acid methyl ester